C(C)(C)(C)OC(=O)N1C(CCCC1)N1N=C2C=C(C(=CC2=C1)Br)OC (5-bromo-6-methoxy-indazol-2-yl)piperidine-1-carboxylic acid tert-butyl ester